Cl.Cl.ClC1=CC=C(C=C1)C=1N=C2N(C=CC=N2)C1C(C)N1CC2CCC(C1)N2 2-(4-Chlorophenyl)-3-[1-(3,8-diazabicyclo[3.2.1]oct-3-yl)ethyl]imidazo[1,2-a]pyrimidine dihydrochloride